FC(OC=1C=C(C=CC1)N1N=C2C=C(C=CC2=C1)NC(=O)NCC1=CC=NC=C1)F N-{2-[3-(difluoromethoxy)phenyl]-2H-indazol-6-yl}-N'-[(pyridin-4-yl)methyl]urea